9,10-dimethoxyphenanthrene COC=1C2=CC=CC=C2C=2C=CC=CC2C1OC